(5-methyl-2,6-dioxo-3-((6aS,8R,9R,9aS)-2,2,4,4-tetraisopropyl-9-methoxytetrahydro-6H-furo[3,2-f][1,3,5,2,4]trioxadisilocin-8-yl)-3,6-dihydropyrimidin-1(2H)-yl)methyl pivalate C(C(C)(C)C)(=O)OCN1C(N(C=C(C1=O)C)[C@H]1[C@@H]([C@H]2O[Si](O[Si](OC[C@@H]2O1)(C(C)C)C(C)C)(C(C)C)C(C)C)OC)=O